5-formyl-3-(5-oxo-4-oxa-6-azaspiro[2.4]heptan-6-yl)benzo[d]isoxazole-7-carbonitrile C(=O)C=1C=C(C2=C(C(=NO2)N2C(OC3(CC3)C2)=O)C1)C#N